3-(1-methyl-1H-indol-3-yl)-1H-indene-2-carbaldehyde CN1C=C(C2=CC=CC=C12)C1=C(CC2=CC=CC=C12)C=O